4,5-dichloro-2-(3,4-difluoro-2-(deuteromethoxy)phenoxy)-N-(pyrimidin-5-yl)benzamide ClC1=CC(=C(C(=O)NC=2C=NC=NC2)C=C1Cl)OC1=C(C(=C(C=C1)F)F)OC[2H]